6-methyl-5-azacytidine CC1=NC(=NC(N1[C@H]1[C@H](O)[C@H](O)[C@@H](CO)O1)=O)N